(2S,3R)-N-(2-Amino-3-fluoro-4-((4-(trifluoromethyl)benzyl)amino)phenyl)-2,3-difluorodecanamid NC1=C(C=CC(=C1F)NCC1=CC=C(C=C1)C(F)(F)F)NC([C@@H]([C@@H](CCCCCCC)F)F)=O